CC=1NC(=CC1C1=CC2=CC=CC=C2C=C1)C1=CC=C(C=C1)C 2-methyl-3-(naphthalen-2-yl)-5-(p-tolyl)-1H-pyrrole